tert-butyl (6-bromo-4-methylpyridin-2-yl)carbamate BrC1=CC(=CC(=N1)NC(OC(C)(C)C)=O)C